BrC=1C=C2C(N(C(=NC2=CC1)[C@@H](CCC)N1CCN(C[C@H](C1)C)C)CC)=O 6-Bromo-2-((R)-1-((R)-4,6-dimethyl-1,4-diazepan-1-yl)butyl)-3-ethylquinazolin-4(3H)-one